The molecule is a palmitoyl-L-cysteine in which the palmitoyl group is attached to the sulfur via a thioester linkage. It is a palmitoyl-L-cysteine, a S-palmitoyl amino acid and a S-(long-chain fatty acyl)-L-cysteine. CCCCCCCCCCCCCCCC(=O)SC[C@@H](C(=O)O)N